4-fluoro-2,3-dimethyl-anisole FC1=C(C(=C(C=C1)OC)C)C